4,9-dioxacyclododecane-1,12-diamine C1(CCOCCCCOCCC1N)N